7-fluoro-8-((2s,5r)-4-((4-fluorophenyl)(p-tolyl)methyl)-2,5-dimethylpiperazin-1-yl)-5-methyl-6-oxo-5,6-dihydro-1,5-naphthyridine-2-carbonitrile FC=1C(N(C=2C=CC(=NC2C1N1[C@H](CN([C@@H](C1)C)C(C1=CC=C(C=C1)C)C1=CC=C(C=C1)F)C)C#N)C)=O